(S)-2,4-Diamino-6-{1-[2-(3,5-difluoro-phenyl)-7-fluoro-quinolin-3-yl]ethylamino}-pyrimidine-5-carbonitrile NC1=NC(=C(C(=N1)N)C#N)N[C@@H](C)C=1C(=NC2=CC(=CC=C2C1)F)C1=CC(=CC(=C1)F)F